(4S,5S)-N-(1-cyano-3-hydroxypropyl)-7-ethyl-4-(4-fluorophenyl)-N-methyl-6-oxo-1-phenyl-5-(3-(trifluoromethyl)benzamido)-4,5,6,7-tetrahydro-1H-pyrazolo[3,4-b]pyridine-3-carboxamide C(#N)C(CCO)N(C(=O)C1=NN(C=2N(C([C@H]([C@H](C21)C2=CC=C(C=C2)F)NC(C2=CC(=CC=C2)C(F)(F)F)=O)=O)CC)C2=CC=CC=C2)C